tert-butyl N-[(3R)-5-benzyl-7-[2-(5,5-difluoro-1-methyl-3-piperidyl)tetrazol-5-yl]-8-fluoro-1,1,4-trioxo-2,3-dihydro-1λ6,5-benzothiazepin-3-yl]carbamate C(C1=CC=CC=C1)N1C([C@H](CS(C2=C1C=C(C(=C2)F)C=2N=NN(N2)C2CN(CC(C2)(F)F)C)(=O)=O)NC(OC(C)(C)C)=O)=O